(1R)-N-(3-fluoro-4-(trimethylsilyl)phenyl)-2-((3-hydroxy-1,2-oxazol-5-yl)acetyl)-6-(methoxymethyl)-1,2,3,4-tetrahydroisoquinoline-1-carboxamide FC=1C=C(C=CC1[Si](C)(C)C)NC(=O)[C@@H]1N(CCC2=CC(=CC=C12)COC)C(CC1=CC(=NO1)O)=O